CC=1C2=C(N=C(N1)S(=O)(=O)C)N(C(=C2)C#N)[C@@H]2COC[C@@H]2OC Methyl-7-((3R,4R)-4-methoxytetrahydrofuran-3-yl)-2-(methylsulfonyl)-7H-pyrrolo[2,3-d]pyrimidine-6-carbonitrile